p-propoxystyrene C(CC)OC1=CC=C(C=C)C=C1